CN(CCO[C@H]1C(CN(CC1)C1=NC=CC(=N1)NC=1N=CC2=C(C=CC(=C2C1)C(C)C)N1[C@@H]([C@H](C1)CS(=O)(=O)C)C)(F)F)C N-{2-[(4R)-4-[2-(dimethyl-amino)ethoxy]-3,3-difluoro-piperidin-1-yl]pyrimidin-4-yl}-8-[(2R,3S)-3-(methanesulfonyl-methyl)-2-methylazetidin-1-yl]-5-(propan-2-yl)isoquinolin-3-amine